(R)-1-((4-hydroxy-1-(3-phenylbutyryl)piperidin-4-yl)methyl)-5-(1-methyl-1H-pyrazol-5-yl)-4-phenylpyridin-2(1H)-one OC1(CCN(CC1)C(C[C@@H](C)C1=CC=CC=C1)=O)CN1C(C=C(C(=C1)C1=CC=NN1C)C1=CC=CC=C1)=O